silicon germanium tin antimony [Sb].[Sn].[Ge].[Si]